O1CCCC2=CC(=CC=C12)B1OC(C(O1)(C)C)(C)C 2-chroman-6-yl-4,4,5,5-tetramethyl-1,3,2-dioxaborolane